ClC1=CC=C(C(=N1)C(=O)O)N[C@@H](C)C=1C=C(C=C2C(N(C(=NC12)N1CC=2N(N=CC2C1)C)C)=O)F (S)-6-chloro-3-((1-(6-fluoro-3-methyl-2-(1-methyl-4,6-dihydropyrrolo[3,4-c]pyrazol-5(1H)-yl)-4-oxo-3,4-dihydroquinazolin-8-yl)ethyl)amino)picolinic acid